4-((benzyloxy)methyl)-6-bromo-2-(2,2,2-trifluoroethyl)-1,2,4-triazine-3,5(2H,4H)-dione C(C1=CC=CC=C1)OCN1C(N(N=C(C1=O)Br)CC(F)(F)F)=O